COC1=CC=C(CN2N=CC(=C2)CNC(NC2=CC=C(C=C2)NS(=O)(=O)C2=CC=CC=C2)=O)C=C1 N-(4-{3-[1-(4-Methoxy-benzyl)-1H-pyrazol-4-ylmethyl]-ureido}-phenyl)-benzenesulfonamide